3,4,6,7,8,9-hexahydrodibenzo[b,d]Furan-1(2H)-one C1(CCCC=2OC3=C(C21)CCCC3)=O